2,6-bis[4-isopropyl-2-oxazolin-2-yl]pyridine C(C)(C)C1N=C(OC1)C1=NC(=CC=C1)C=1OCC(N1)C(C)C